FC=1C=C2C=NC(=NC2=CC1)C 6-fluoro-2-methylquinazolin